Cl.OC1=CC=C(C=C1)N(C(=O)C1=C(N(C(=C1)C1=C(C=CC(=C1)OC)C(=O)N1CC2=CC=CC=C2C[C@H]1CN1CCOCC1)C)C)C1=CC=CC=C1 N-(4-Hydroxyphenyl)-5-(5-methoxy-2-{[(3S)-3-(morpholin-4-ylmethyl)-3,4-dihydroisoquinolin-2(1H)-yl]carbonyl}phenyl)-1,2-dimethyl-N-phenyl-1H-pyrrole-3-carboxamide hydrochloride